[Si]([O-])([O-])([O-])[O-] Orthosilicat